7,7'-Dihydroxy-4,4'-spirobi[chromane]-2,2'-dione OC1=CC=C2C3(CC(OC2=C1)=O)CC(OC1=CC(=CC=C13)O)=O